C1(CC1)C1=CC(=C(C=C1)NC1=CC(=NC=C1C(=O)NOCC)NC1=NC(=NC=C1)C)N(S(=O)(=O)C)C 4-((4-cyclopropyl-2-(N-methylmethanesulfonamido)phenyl)amino)-N-ethoxy-6-((2-methylpyrimidin-4-yl)amino)nicotinamide